2-(((1R)-1-(2-cyano-7-methyl-3-((tetrahydrofuran-3-yl)thio)quinoxalin-5-yl)ethyl)amino)benzoic acid C(#N)C1=NC2=CC(=CC(=C2N=C1SC1COCC1)[C@@H](C)NC1=C(C(=O)O)C=CC=C1)C